6-chloro-1-(4-fluorophenyl)-N-(1-(3,4,5-trimethoxyphenyl)-1H-imidazol-4-yl)-1H-pyrazolo[3,4-d]Pyrimidine-4-amine ClC1=NC(=C2C(=N1)N(N=C2)C2=CC=C(C=C2)F)NC=2N=CN(C2)C2=CC(=C(C(=C2)OC)OC)OC